CN1C2=C(CCC1=O)C=CS2 7-methyl-4,7-dihydrothieno[2,3-b]pyridin-6(5H)-one